(S)-2-(((R)-2-((tert-butyldiphenylsilyl)oxy)propyl)amino)propan-1-ol [Si](C1=CC=CC=C1)(C1=CC=CC=C1)(C(C)(C)C)O[C@@H](CN[C@H](CO)C)C